BrC1=CC(=CC(=N1)C1(CCC(CC1)C(=O)OCC)O)C (1R,4R)-ethyl 4-(6-bromo-4-methylpyridin-2-yl)-4-hydroxycyclohexane-carboxylate